COC(=O)C1(C=2C=CC(=NC2CCC1=O)OC)C(C(CO)C)([2H])[2H] 5-(3-hydroxy-2-methylpropyl-1,1-d2)-2-methoxy-6-oxo-5,6,7,8-tetrahydroquinoline-5-carboxylic acid methyl ester